ClC=1C=NC=C2C=CC(=NC12)C=O 8-chloro-1,6-naphthyridine-2-carbaldehyde